5-(4-((5,5-dimethyl-1,4-dioxan-2-yl)methoxy)phenyl)-2-oxo-6-(trifluoromethyl)-1,2-dihydropyridine-3-carboxamide CC1(OCC(OC1)COC1=CC=C(C=C1)C=1C=C(C(NC1C(F)(F)F)=O)C(=O)N)C